potassium thiophosphoramidate P([O-])([O-])(=S)N.[K+].[K+]